C(C)(C)(C)[Si](OC[C@H]1[C@@H](C1)B1OC(C(O1)(C)C)(C)C)(C)C tert-butyldimethyl((trans-2-(4,4,5,5-tetramethyl-1,3,2-dioxaborolan-2-yl)cyclopropyl)methoxy)silane